[Cl-].C1(CC1)C1=CC(N(C=C1C(=O)OCC)C[C@]1(C(C[NH2+]CC1)(C)C)O)=O (S)-4-((4-cyclopropyl-5-(ethoxycarbonyl)-2-oxopyridin-1(2H)-yl)methyl)-4-hydroxy-3,3-dimethylpiperidin-1-ium chloride